{5-[(3S,4S)-4-amino-3-methyl-2-oxa-8-azaspiro[4.5]dec-8-yl]-7-methylimidazo[1,2-c]pyrimidin-8-yl}-3-chloro-2-methoxybenzonitrile N[C@@H]1[C@@H](OCC12CCN(CC2)C2=NC(=C(C=1N2C=CN1)C1=C(C(=C(C#N)C=C1)OC)Cl)C)C